S1C=NC=C1CNC(=O)N 1-(thiazol-5-ylmethyl)urea